C(C1CO1)N(CC1CO1)CC1(C)CC(=CC=C1)CN(CC1CO1)CC1CO1 1,3-bis(N,N-diglycidyl-aminomethyl)toluene